N1(CCSCC1)C(=O)C1=CC=C(C=C1)C#CC1=CC=C(C=C1)C1NC(NC1)=O 4-(4-((4-(1-thiomorpholine-4-carbonyl)phenyl)ethynyl)phenyl)imidazolin-2-one